C(=O)O.FC1=CC2=C(OCC(N2)=O)C=C1S(=O)(=O)NC1=NC=NC=C1 6-fluoro-3-oxo-N-(pyrimidin-4-yl)-3,4-dihydro-2H-benzo[b][1,4]oxazine-7-sulfonamide Formate